N=1C=C(N2C1C=CC=C2)CC(=O)O 2-imidazo[1,2-a]pyridin-3-ylacetic acid